COC=1C=C(CN2C(C3=CC=CC=C3CC2=O)CC2=NC3=CC=CC=C3C=C2)C=C(C1)OC 2-(3,5-dimethoxybenzyl)-1-(quinolin-2-ylmethyl)-1,4-dihydroisoquinolin-3(2H)-one